C(C)(C)(C)OC(=O)N1C[C@H](CCC1)NC1=NC=C(C(=N1)Cl)C(F)(F)F (S)-3-((4-chloro-5-(trifluoromethyl)pyrimidin-2-yl)amino)piperidine-1-carboxylic acid tert-butyl ester